C1=CC=CC=2C3=CC=CC=C3N(C12)C[C@@H](CN1C(CC[C@H]1C)=O)O (R)-1-((S)-3-(9H-carbazol-9-yl)-2-hydroxypropyl)-5-methylpyrrolidin-2-one